C(C)(C)(C)OC(=O)N1N=C(C(=C1C)Br)C 4-bromo-3,5-dimethyl-pyrazole-1-carboxylic acid tert-butyl ester